C(=O)C1=C(C)C=CC=C1 2-formyltoluene